FC1(CCC(CC1)OC(N)=O)F carbamic acid 4,4-difluoro-cyclohexyl ester